3-bromo-5-chloro-6-amino-2,4-lutidine BrC=1C(=NC(=C(C1C)Cl)N)C